N1N=CC(=C1)C=1N2C(=NN1)C[C@H](C2)C2=C(C=CC(=C2Cl)Cl)O (S)-2-(3-(1H-pyrazol-4-yl)-6,7-dihydro-5H-pyrrolo[2,1-c][1,2,4]triazol-6-yl)-3,4-dichlorophenol